C(C)(C)(C)N1N=C(C(=C1C)O)C1=CC=C(C=C1)S(=O)(=O)C(C)(C)C 1-(tert-Butyl)-3-(4-(tert-butylsulfonyl)phenyl)-5-methylpyrazole-4-ol